(S)-2-((R)-3-Methyl-morpholin-4-yl)-9-pyridin-3-ylmethyl-8-trifluoromethyl-6,7,8,9-tetrahydro-pyrimido[1,2-a]-pyrimidin-4-one C[C@H]1N(CCOC1)C=1N=C2N(C(C1)=O)CC[C@H](N2CC=2C=NC=CC2)C(F)(F)F